CC(C)C[C@@H](C[C@H](C=C)C)S(=O)(=O)N (4S,6R)-2,6-DIMETHYLOCT-7-ENE-4-SULFONAMIDE